Cl.C(C)N1N=CC(=C1C)CNC [(1-ethyl-5-methyl-1H-pyrazol-4-yl)methyl](methyl)amine hydrochloride